(S,E)-4-(8-amino-3-(1-(4-methoxybut-2-enoyl)piperidin-2-yl)imidazo[1,5-a]pyrazin-1-yl)-N-(4-propylpyridin-2-yl)benzamide NC=1C=2N(C=CN1)C(=NC2C2=CC=C(C(=O)NC1=NC=CC(=C1)CCC)C=C2)[C@H]2N(CCCC2)C(\C=C\COC)=O